(2S,4r)-4-hydroxy-1-(3-methyl-2-(3-(2-oxoethoxy)isoxazol-5-yl)butyryl)-N-((S)-1-(4-(4-methylthiazol-5-yl)phenyl)ethyl)pyrrolidine-2-carboxamide O[C@@H]1C[C@H](N(C1)C(C(C(C)C)C1=CC(=NO1)OCC=O)=O)C(=O)N[C@@H](C)C1=CC=C(C=C1)C1=C(N=CS1)C